diethoxyoctadecylamine C(C)OC(CCCCCCCCCCCCCCCCCN)OCC